2-(4-(6-(5-(6-methylpyridin-2-yl)-1H-imidazol-4-yl)quinolin-3-yl)piperazin-2-yl)acetic acid CC1=CC=CC(=N1)C1=C(N=CN1)C=1C=C2C=C(C=NC2=CC1)N1CC(NCC1)CC(=O)O